dipropyl (E)-4-oxopent-2-enedioate O=C(/C=C/C(=O)OCCC)C(=O)OCCC